P(ON)([O-])(=O)N amino phosphoroamidate